(R)-2-(3'-(8-chloro-6-((3-hydroxypyrrolidin-1-yl)methyl)-[1,2,4]triazolo[1,5-a]pyridin-2-yl)-2,2'-dimethylbiphenyl-3-yl)-5-formylbenzo[d]oxazole-7-carbonitrile ClC=1C=2N(C=C(C1)CN1C[C@@H](CC1)O)N=C(N2)C=2C(=C(C=CC2)C2=C(C(=CC=C2)C=2OC1=C(N2)C=C(C=C1C#N)C=O)C)C